N-methyl-piperidinium C[NH+]1CCCCC1